3-(7-(4-(((R)-2-(hydroxymethyl)piperazin-1-yl)methyl)piperidin-1-yl)-1-methyl-1H-indazol-3-yl)piperidine-2,6-dione OC[C@@H]1N(CCNC1)CC1CCN(CC1)C=1C=CC=C2C(=NN(C12)C)C1C(NC(CC1)=O)=O